C(#N)/C(/C(=O)NC(OCC)=O)=N/NC1=CC(=C(C(=C1)Cl)OC1=NNC(C(=C1)C(C)C)=O)Cl (Z)-ethyl (2-cyano-2-(2-(3,5-dichloro-4-((5-isopropyl-6-oxo-1,6-dihydropyridazin-3-yl)oxy)phenyl)hydrazono)acetyl)carbamate